1-(2,2-dimethoxyethoxymethyl)-2,3,5-triiodo-benzene COC(COCC1=C(C(=CC(=C1)I)I)I)OC